1-(4-(4-(5-(2-Chloro-6-fluorophenyl)-4,5-dihydroisoxazol-3-yl)thiazol-2-yl)piperidin-1-yl)-2-((5-(trifluoromethyl)-pyrimidin-2-yl)oxy)ethan-1-on ClC1=C(C(=CC=C1)F)C1CC(=NO1)C=1N=C(SC1)C1CCN(CC1)C(COC1=NC=C(C=N1)C(F)(F)F)=O